OC1=C2C(=NC(=NC2=CC=C1)C(F)(F)F)C(=O)C1=NC=CC=C1 [5-hydroxy-2-(trifluoromethyl)quinazolin-4-yl]-(2-pyridyl)methanone